NC=1C(=NN(C1)CC(C)(O)C)C 1-(4-amino-3-methyl-1H-pyrazol-1-yl)-2-methylpropan-2-ol